bis-(triethoxysilyl)-ethane C(C)O[Si](OCC)(OCC)C(C)[Si](OCC)(OCC)OCC